C(=C/C(=O)O)\\C=C(\\C(=O)[O-])/[O-] The molecule is a hexadienedioate compound having a 2-hydroxy substituent. It derives from a muconate. It is a conjugate base of a (2Z,4E)-2-hydroxymuconic acid.